3-(Ethylamino)-4-(1-((5-methoxy-7-methyl-1H-indol-4-yl)methyl)piperidin-2-yl)benzoic acid C(C)NC=1C=C(C(=O)O)C=CC1C1N(CCCC1)CC1=C2C=CNC2=C(C=C1OC)C